(1S,2R,3R,4S,6R)-4,6-Diamino-3-[(2R,3R,6S)-3-amino-6-[(1S)-1-aminopropyl]tetrahydropyran-2-yl]oxy-cyclohexane-1,2-diol N[C@@H]1[C@H]([C@@H]([C@H]([C@@H](C1)N)O)O)O[C@H]1O[C@@H](CC[C@H]1N)[C@H](CC)N